FC(C1=NC(=NO1)C1=CC=2N(C=C1)C=C(N2)CP(OC(C)C)(OC(C)C)=O)(F)F diisopropyl ((7-(5-(trifluoromethyl)-1,2,4-oxadiazol-3-yl)imidazo[1,2-a]pyridin-2-yl)methyl)phosphonate